CC=1N=C(C2=C(N1)C=NC(=C2)N2C[C@@H](CC2)NC(C)=O)N[C@H](C)C2=CC(=CC=C2)OC(F)(F)F N-{(3R)-1-[2-methyl-4-({(1R)-1-[3-(trifluoromethoxy)phenyl]ethyl}amino)pyrido[3,4-d]pyrimidin-6-yl]pyrrolidin-3-yl}acetamide